trans-N-methyl-N-(2-(((6-(1-methyl-1H-pyrazol-4-yl)pyrazolo[1,5-a]pyrazin-4-yl)oxy)methyl)cyclobutyl)acrylamide CN(C(C=C)=O)[C@H]1[C@@H](CC1)COC=1C=2N(C=C(N1)C=1C=NN(C1)C)N=CC2